2-(2',6'-dimethyl-[1,1'-biphenyl]-3-yl)-4-phenyl-6-(4',5',6'-triphenyl-[1,1':2',1'':3'',1'''-quaterphenyl]-3'''-yl)-1,3,5-triazine CC1=C(C(=CC=C1)C)C1=CC(=CC=C1)C1=NC(=NC(=N1)C1=CC=CC=C1)C=1C=C(C=CC1)C=1C=C(C=CC1)C=1C(=C(C(=C(C1)C1=CC=CC=C1)C1=CC=CC=C1)C1=CC=CC=C1)C1=CC=CC=C1